hexadecane di(methyl)acrylate CC(=CC(=O)O)C.CCCCCCCCCCCCCCCC